3-(2-Benzenesulfonamido-2-{[1,3]thiazolo[5,4-b]pyridin-2-yl}ethyl)-N'-hydroxybenzene-1-carboximidamide C1(=CC=CC=C1)S(=O)(=O)NC(CC=1C=C(C=CC1)C(N)=NO)C=1SC2=NC=CC=C2N1